3,4-dibromobenzoic anhydride BrC=1C=C(C(=O)OC(C2=CC(=C(C=C2)Br)Br)=O)C=CC1Br